2-(4-((1-(2-(2,6-dioxopiperidin-3-yl)-1,3-dioxoisoindolin-5-yl)azetidin-3-yl)ethynyl)-1H-pyrazol-1-yl)-N-(2-(2-methoxyethoxy)-4-(trifluoromethyl)phenyl)-2-methylpropanamide O=C1NC(CCC1N1C(C2=CC=C(C=C2C1=O)N1CC(C1)C#CC=1C=NN(C1)C(C(=O)NC1=C(C=C(C=C1)C(F)(F)F)OCCOC)(C)C)=O)=O